2,5-Dioxopyrrolidin-1-yl 5-((4R)-2-oxohexahydro-1H-thieno[3,4-d]imidazol-4-yl)pentanoate O=C1NC2C(N1)CS[C@@H]2CCCCC(=O)ON2C(CCC2=O)=O